ethyl 2-((6-cyano-2H-indazol-2-yl)(7-methyl-5-(methylsulfonyl)-1H-indol-4-yl)-methyl)cyclopropane-1-carboxylate C(#N)C=1C=CC2=CN(N=C2C1)C(C1C(C1)C(=O)OCC)C1=C2C=CNC2=C(C=C1S(=O)(=O)C)C